FC([C@H]1N(C(OC1)=C=O)C=1N=C2N(CCN(C3=C2C=CC(=C3)N[C@H](C(=O)N)C)C)C1)F (S)-2-((2-((S)-4-(difluoromethyl)-2-carbonyloxazolidin-3-yl)-7-methyl-6,7-dihydro-5H-benzo[f]imidazo[1,2-d][1,4]diazepin-9-yl)amino)propanamide